bis(4-isopropylphenyl)anthracene-9,10-diamine C(C)(C)C1=CC=C(C=C1)C1=C(C2=C(C3=CC=CC=C3C(=C2C=C1)N)N)C1=CC=C(C=C1)C(C)C